(S)-N6-((1-(benzo[b]thiophen-4-yl)piperidin-4-yl)methyl)-N6-ethyl-4,5,6,7-tetrahydroBenzo[d]thiazole-2,6-diamine S1C2=C(C=C1)C(=CC=C2)N2CCC(CC2)CN([C@@H]2CC1=C(N=C(S1)N)CC2)CC